FC(CN(C(=O)C1=C(OC=2C(=NC=NC2)N2CC3(C2)CCN(CC3)C(=O)OC(C)(C)C)C=CC(=C1)F)C(C)C)F tert-Butyl 2-(5-(2-((2,2-difluoroethyl)(isopropyl)carbamoyl)-4-fluorophenoxy)pyrimidin-4-yl)-2,7-diazaspiro[3.5]nonane-7-carboxylate